(3S,5R,8R,9S,10S,13R,14S,17R)-14-hydroxy-10,13-dimethyl-17-(5-oxo-2,5-dihydrofuran-3-yl)hexadecahydro-1H-cyclopenta[a]phenanthren-3-yl 4-methylpiperazine-1-carboxylate CN1CCN(CC1)C(=O)O[C@H]1CC[C@@]2([C@H]3CC[C@@]4([C@H](CC[C@@]4([C@@H]3CC[C@@H]2C1)O)C=1COC(C1)=O)C)C